2-((1H-1,2,4-triazol-1-yl)methylamino)terephthalic acid N1(N=CN=C1)CNC1=C(C(=O)O)C=CC(=C1)C(=O)O